CNC=1C=C(O[C@@H]2C[C@H](N(C2)C(=O)OC(C)(C)C)C(=O)OC(C)(C)C)C=CC1[N+](=O)[O-] Ditert-butyl (2S,4R)-4-[3-(methylamino)-4-nitro-phenoxy]pyrrolidine-1,2-dicarboxylate